C(#N)C1=CC=C(C=C1)NS(=O)(=O)C1=C(C=CC(=C1)[N+](=O)[O-])F N-(4-cyanophenyl)-2-fluoro-5-nitrobenzenesulfonamide